tert-butyl (2S)-2-[[7-(8-chloro-1-naphthyl)-4-[(3S)-3-(cyanomethyl)-4-prop-2-enoyl-piperazin-1-yl]-6,8-dihydro-5H-pyrido[3,4-d]pyrimidin-2-yl]oxymethyl]pyrrolidine-1-carboxylate ClC=1C=CC=C2C=CC=C(C12)N1CC=2N=C(N=C(C2CC1)N1C[C@@H](N(CC1)C(C=C)=O)CC#N)OC[C@H]1N(CCC1)C(=O)OC(C)(C)C